ClCCC[Si](OCC)(OCC)OCC γ-chloropropyl-triethoxysilane